3-amino-1-(4-((8-aminoimidazo[1,2-a]pyrazin-3-yl)methyl)-6-(2,5-difluoro-4-(methoxy-d3)phenyl)pyridin-3-yl)-N-methylpiperidine-3-carboxamide NC1(CN(CCC1)C=1C=NC(=CC1CC1=CN=C2N1C=CN=C2N)C2=C(C=C(C(=C2)F)OC([2H])([2H])[2H])F)C(=O)NC